n-Propyl 1-amino-4,4-dipropoxy-cyclohexanecarboxylat NC1(CCC(CC1)(OCCC)OCCC)C(=O)OCCC